C(C)N(C(OC[C@@H](C)[C@H]1CC[C@@H]2[C@@]1(CC[C@@H]1[C@]3(CC[C@@H](CC3=CC[C@@H]21)O)C)C)=O)C (2S)-2-[(1R,3aS,3bS,7S,9aR,9bS,11aS)-7-hydroxy-9a,11a-dimethyl-1H,2H,3H,3aH,3bH,4H,6H,7H,8H,9H,9aH,9bH,10H,11H,11aH-cyclopenta[a]phenanthren-1-yl]propyl N-ethyl-N-methylcarbamate